(8R,9R,10S)-N-(3-fluorophenyl)-10-(hydroxymethyl)-9-(4-(phenylethynyl)phenyl)-1,6-diazabicyclo[6.2.0]decane-6-carboxamide FC=1C=C(C=CC1)NC(=O)N1CCCCN2[C@@H]([C@@H]([C@@H]2C1)C1=CC=C(C=C1)C#CC1=CC=CC=C1)CO